CN(CCN(C1=C(C=C(C(=C1)OCC)NC1=NC=NC(=N1)N1CC(C2=NC(=CC=C21)C)(C)C)[N+](=O)[O-])C)C N1-(2-(dimethylamino)ethyl)-5-ethoxy-N1-methyl-2-nitro-N4-(4-(3,3,5-trimethyl-2,3-dihydro-1H-pyrrolo[3,2-b]pyridin-1-yl)-1,3,5-triazin-2-yl)benzene-1,4-diamine